FC=1NN=C2NC(CC(C21)C2=CC(=C(C=C2)OCC2=C(C=CC=C2)C(F)(F)F)OC)=O 3-fluoro-4-(3-methoxy-4-{[2-(trifluoromethyl)phenyl]methoxy}phenyl)-2H,4H,5H,6H,7H-pyrazolo[3,4-b]pyridin-6-one